(R)-1-chloro-3-(4-(2-(4-((R)-2-hydroxy-3-(5-(hydroxymethyl)-1H-1,2,3-triazol-1-yl)propoxy)phenyl)propan-2-yl)phenoxy)propan-2-ol ClC[C@@H](COC1=CC=C(C=C1)C(C)(C)C1=CC=C(C=C1)OC[C@@H](CN1N=NC=C1CO)O)O